OC1CC(C1)C1=CC(=NC=C1)C#N 4-(3-hydroxycyclobutyl)pyridinecarbonitrile